2-(2-fluoro-4-(1-hydroxycyclopropyl)phenyl)-N-(3-(4-fluoropiperidin-1-yl)propyl)benzo[d]imidazo[2,1-b]thiazole-7-carboxamide FC1=C(C=CC(=C1)C1(CC1)O)C=1N=C2SC3=C(N2C1)C=CC(=C3)C(=O)NCCCN3CCC(CC3)F